5-(N,N-dimethyl-2-aminophenyl)-1-methyl-3-(4-(1-methyl-4-(trifluoromethyl)-1H-imidazol-2-yl)benzyl)-1H-pyrazolo[4,3-d]pyrimidine CN(C1=C(C=CC=C1)C=1N=CC2=C(N1)C(=NN2C)CC2=CC=C(C=C2)C=2N(C=C(N2)C(F)(F)F)C)C